C(C)[C@@H]1O[C@H](CN(C1)C1=C(C(=O)NC2=CC(=NC=C2)S(N)(=O)=O)C=C(C=N1)C(F)(F)F)C(F)(F)F 2-((2s,6r)-2-ethyl-6-(trifluoromethyl)-morpholino)-N-(2-sulfamoylpyridin-4-yl)-5-(trifluoromethyl)nicotinamide